2-(5-(3-Fluoro-[1,1'-biphenyl]-4-carboxamido)-6-oxo-2-phenylpyrimidin-1(6H)-yl)acetic acid FC=1C=C(C=CC1C(=O)NC1=CN=C(N(C1=O)CC(=O)O)C1=CC=CC=C1)C1=CC=CC=C1